4-[2-[2-[2-[4-[[7-[[(1R,2S)-2-Aminocyclohexyl]amino]-4-oxo-3H-pyrido[4,3-d]pyrimidin-5-yl]amino]indol-1-yl]ethoxy]ethoxy]ethylamino]-2-(2,6-dioxo-3-piperidyl)isoindoline-1,3-dione N[C@@H]1[C@@H](CCCC1)NC1=CC=2N=CNC(C2C(=N1)NC1=C2C=CN(C2=CC=C1)CCOCCOCCNC1=C2C(N(C(C2=CC=C1)=O)C1C(NC(CC1)=O)=O)=O)=O